7-(4-bromophenoxy)carbonylamino-4-(methyl)aminocyclohepta[7,6-b]indole hippurate C(CNC(=O)C1=CC=CC=C1)(=O)O.BrC1=CC=C(OC(=O)NC2=CC3=NC4=C(C=CC=C4C3=CC=C2)NC)C=C1